3-Fluoro-4-((3-(piperidin-4-oxy)benzyl)oxy)benzonitrile FC=1C=C(C#N)C=CC1OCC1=CC(=CC=C1)OC1CCNCC1